4-(N-BOC-aminomethyl)Aniline CC(C)(C)OC(=O)NCC1=CC=C(C=C1)N